6-chloro-2-(5-(1,1-difluoroethyl)-1H-1,2,4-triazol-3-yl)-3-(1H-imidazol-1-yl)-5-methoxy-1-methyl-1H-pyrrolo[3,2-b]pyridine ClC=1C=C2C(=NC1OC)C(=C(N2C)C2=NNC(=N2)C(C)(F)F)N2C=NC=C2